CN(C1=CC=C(C=C1)C=CC(=O)C=1C(OC=2C(C1)=CC=1C(CCN3CCC(C2C13)(C)C)(C)C)=O)C 10-[3-[4-(dimethylamino)phenyl]-1-oxo-2-propenyl]-2,3,6,7-tetrahydro-1,1,7,7-tetramethyl-1H,5H,11H-[1]benzopyrano[6,7,8-ij]quinolizin-11-one